ClC=1N=C(C2=C(N1)N(C=C2)[C@@H]2O[C@@H]([C@@H]1[C@H]2OC(O1)(C)C)COCP(OCC)(OCC)=O)NC1CCCC1 diethyl ((((3aR,4R,6R,6aR)-6-(2-chloro-4-(cyclopentylamino)-7H-pyrrolo[2,3-d]pyrimidin-7-yl)-2,2-dimethyltetrahydrofuro[3,4-d][1,3]dioxol-4-yl)methoxy)methyl)phosphonate